6-{7-Methoxyimidazo[1,2-a]pyridin-3-yl}-N-{[4-(1H-1,2,3-triazol-1-yl)phenyl]methyl}pyrimidin-4-amine COC1=CC=2N(C=C1)C(=CN2)C2=CC(=NC=N2)NCC2=CC=C(C=C2)N2N=NC=C2